ClC(C1=NC(=NO1)C1=CC=C(C=C1)C(COC1=C(C=C(C=C1)F)F)=O)(F)F 1-(4-(5-(chlorodifluoromethyl)-1,2,4-oxadiazol-3-yl)phenyl)-2-(2,4-difluorophenoxy)ethan-1-one